5-{2-amino-[1,2,4]triazolo[1,5-a]pyridin-7-yl}-N-{[2-(cyclopropylmethoxy)-3,5-difluorophenyl]methyl}-2-methylpyridine-3-carboxamide NC1=NN2C(C=C(C=C2)C=2C=C(C(=NC2)C)C(=O)NCC2=C(C(=CC(=C2)F)F)OCC2CC2)=N1